Methyl (1R,3s)-3-((R)-3-(azetidin-3-yl) piperidin-1-yl)-1-ethylcyclobutane-1-carboxylate N1CC(C1)[C@H]1CN(CCC1)C1CC(C1)(C(=O)OC)CC